3-butylcarbodiimide C(CCC)N=C=N